ClC=1C(N(C2=CC(=CC(=C2N1)OC)C(F)(F)F)C=1C(=NC=CC1)C)=O 3-Chloro-5-methoxy-1-(2-methylpyridin-3-yl)-7-(trifluoromethyl)quinoxaline-2(1H)-on